F[C@@H](COC1=NC=CC=C1C(=O)N)C (2R-2-fluoropropoxy)pyridine-3-carboxamide